4-(3-ethynylphenylamino)-6,7-bis[2-(4-morpholinyl)ethoxy]quinazoline C(#C)C=1C=C(C=CC1)NC1=NC=NC2=CC(=C(C=C12)OCCN1CCOCC1)OCCN1CCOCC1